3-(4-(2-aminoethoxy)phenyl)piperidine-2,6-dione NCCOC1=CC=C(C=C1)C1C(NC(CC1)=O)=O